FC(C(=O)O)(F)F.[C@H]12CCNC[C@@H]2OC1=O (1R,6R)-7-oxa-4-azabicyclo[4.2.0]octan-8-one trifluoroacetic acid salt